COC(=O)C=1C=2C(C(CNC2C=C(C1)F)C1=CC(=C(C=C1)Cl)F)=O 3-(4-chloro-3-fluorophenyl)-7-fluoro-4-oxo-2,3-dihydro-1H-quinoline-5-carboxylic acid methyl ester